ClC=1C=C(C(=O)N(C)C2C[C@]3(CC[C@@](C2)(N3)C)C)C=CC1[C@H]1[C@@H](C1)C1=NN(C3=NC(=NC=C31)C)C 3-chloro-4-((1R,2R)-2-(1,6-dimethyl-1H-pyrazolo[3,4-d]pyrimidin-3-yl)cyclopropyl)-N-((1R,3s,5S)-1,5-dimethyl-8-azabicyclo[3.2.1]oct-3-yl)-N-methylbenzamide